CC1=CCCCN1 6-methyl-tetrahydropyridine